3-isopropylsuccinate C(C)(C)C(CC(=O)[O-])C(=O)[O-]